CS(=O)(=O)OCCOCCOCCN1C(C=C(C=C1)[C@@H]1CN(C2(CC2)C1)C(=O)OC(C)(C)C)=O tert-butyl (R)-6-(1-(2-(2-(2-((methylsulfonyl)oxy)ethoxy)ethoxy)ethyl)-2-oxo-1,2-dihydropyridin-4-yl)-4-azaspiro[2.4]heptane-4-carboxylate